(2r,4r)-2-(4-dihydroxyboryl-butyl)-4-hydroxypyrrolidine-2-carboxylic acid OB(CCCC[C@]1(NC[C@@H](C1)O)C(=O)O)O